Cl.Cl.COC1=C(CNC2C(NCCC2)C2=CC=CC=C2)C=C(C=C1)N1N=NN=C1C(F)(F)F N-{2-Methoxy-5-[5-(trifluoromethyl)-1H-tetrazol-1-yl]benzyl}-2-phenyl-3-piperidinamine dihydrochloride